ClC=1N=C(C2=C(N1)C(=C(N=C2)OCCCN2CCOCC2)F)N2CC=1N(CCC2)N=C(C1)C(=O)N1CCN(CC1)C(=O)OCC1=CC=CC=C1 benzyl 4-[5-[2-chloro-8-fluoro-7-(3-morpholinopropoxy)pyrido[4,3-d]pyrimidin-4-yl]-4,6,7,8-tetrahydropyrazolo[1,5-a][1,4]diazepine-2-carbonyl]piperazine-1-carboxylate